n-tetracosyl triacontyl ketone C(CCCCCCCCCCCCCCCCCCCCCCCCCCCCC)C(=O)CCCCCCCCCCCCCCCCCCCCCCCC